[Si](C)(C)(C(C)(C)C)OC[C@@H]1N([C@H](C2=CC=CC(=C2C1)[C@H]1[C@@H](C1)CC(C)(C)O)C)C(CC1=C(C=CC=C1Cl)Cl)=O 1-[(1S,3R)-3-[[tert-Butyl(dimethyl)silyl]oxymethyl]-5-[trans-2-(2-hydroxy-2-methyl-propyl)cyclopropyl]-1-methyl-3,4-dihydro-1H-isoquinolin-2-yl]-2-(2,6-dichlorophenyl)ethanone